Cl.Cl.Cl.CC1=CC=C(C=C1)S(=O)(=O)Cl p-toluenesulfonyl chloride Tris-HCl